C(CCC)C1=CC(=CC1)C 1-butyl-3-methyl-cyclopentadiene